C(C)OCOC1=CC=C(C(=C1C(=O)C1=CC=C(C(=O)O)C=C1)F)OC 4-(6-(ethoxymethoxy)-2-fluoro-3-methoxybenzeneFormyl)benzoic acid